3-(3-(4-(phenylcarbamoyl)phenoxy)azetidin-1-yl)-2-(1H-pyrrol-1-yl)benzoic acid C1(=CC=CC=C1)NC(=O)C1=CC=C(OC2CN(C2)C=2C(=C(C(=O)O)C=CC2)N2C=CC=C2)C=C1